Cl.FC=1C(=C2C=NNC2=C(C1)C1=CC=C(N=N1)NC1CCNCC1)C=1C=NNC1 6-[5-fluoro-4-(1H-pyrazol-4-yl)-1H-indazol-7-yl]-N-(piperidin-4-yl)pyridazin-3-amine hydrochloride